O=C1NC(CCC1N1C(C2=CC=C(C=C2C1=O)NCCNC(OC(C)(C)C)=O)=O)=O tert-butyl N-(2-[[2-(2,6-dioxopiperidin-3-yl)-1,3-dioxoisoindol-5-yl]amino]ethyl)carbamate